di(4-tert-butylphenyl)silicon C(C)(C)(C)C1=CC=C(C=C1)[Si]C1=CC=C(C=C1)C(C)(C)C